tert-butyl 2,4,6,7-tetrahydropyrazolo[4,3-c]pyridine-5-carboxylate N=1NC=C2CN(CCC21)C(=O)OC(C)(C)C